C(C=C)(=O)N1[C@H](CN(CC1)C=1C2=C(N=C(N1)OC[C@@H]1N(CCC1)C)CN(CC2)C2=CC=CC1=CC=CC=C21)CC#N ((S)-1-acryloyl-4-(2-(((R)-1-methylpyrrolidin-2-yl)methoxy)-7-(naphthalen-1-yl)-5,6,7,8-tetrahydropyrido[3,4-d]pyrimidin-4-yl)piperazin-2-yl)acetonitrile